C(=C)[Si](OC)(C)C Vinyldimethylmethoxysilan